C(CCC)[Sn](C1=NC=CC=C1)(CCCC)CCCC 2-(tributylstannyl)-pyridine